COC(C1=C(C(=C(C(=C1)F)Br)O)C=O)=O D-4-bromo-5-fluoro-2-formyl-3-hydroxybenzoic acid methyl ester